C1(CC1)CC1=C2C(=NN1C)NC(=C2)C=O (cyclopropylmethyl)-2-methyl-2,6-dihydropyrrolo[2,3-c]pyrazole-5-carbaldehyde